C1(CCC1)=C1C[C@@]2(C[C@@H](CN2C1)F)CO.[C].[Li] LITHIUM CARBON ((6S,7aR)-2-cyclobutylidene-6-fluorotetrahydro-1H-pyrrolizin-7a(5H)-yl)methanol